cyclopentyl iodide C1(CCCC1)I